C(C(C(CCCCCCCCCCCCC)([2H])[2H])([2H])[2H])(=O)O [2H4]palmitic acid